C(C1=CC=CC=C1)OC1=C(N=C(C2=CC(=CC=C12)Br)NC(=S)NC(=O)OCC)C(=O)OC methyl 4-(benzyloxy)-7-bromo-1-(3-(ethoxycarbonyl)thioureido)isoquinoline-3-carboxylate